4-bromopyridine-2-ol BrC1=CC(=NC=C1)O